C(C1=CC=CC=C1)OCCC/C=N/O (E)-4-(benzyloxy)butanal oxime